C(C)(C)(C)OC(=O)C=1SC(=C(C1OCC(=O)O)Cl)C1=CC(=CC=C1)NC1CCN(CC1)S(=O)(=O)C(C)(C1=CC(=CC=C1)[N+](=O)[O-])C 2-[[2-tert-butoxycarbonyl-4-chloro-5-[3-[[1-[1-methyl-1-(3-nitrophenyl)ethyl]sulfonyl-4-piperidyl]amino]phenyl]-3-thienyl]oxy]acetic acid